CNC=1N=CC(=C2C=C(N=CC12)C1(CC1)C(=O)N)C=1OC=2C(=NC(=CC2)C)N1 (8-(methylamino)-5-(5-methyloxazolo[4,5-b]pyridin-2-yl)-2,7-naphthyridin-3-yl)cyclopropanecarboxamide